C1(=C(C=CC=C1)NC(=N)N)C(C)C cumenyl-guanidine